(2S,4R)-4-((6-chloro-5-(4'-((3-((2-hydroxyethoxy)methyl)azetidin-1-yl)methyl)-[1,1'-biphenyl]-4-yl)-1H-imidazo[4,5-b]pyridin-2-yl)oxy)tetrahydro-2H-pyran-2-carboxylic acid ClC=1C=C2C(=NC1C1=CC=C(C=C1)C1=CC=C(C=C1)CN1CC(C1)COCCO)N=C(N2)O[C@H]2C[C@H](OCC2)C(=O)O